5-Isoxazolemethanol O1N=CC=C1CO